1-ethyl-9,10-bis(2-carboxycyclohexyl)carbonyloxyanthracene C(C)C1=CC=CC2=C(C3=CC=CC=C3C(=C12)OC(=O)C1C(CCCC1)C(=O)O)OC(=O)C1C(CCCC1)C(=O)O